OC(COC=1C=C(C=2N(C1)N=CC2C#N)C=2C=NC(=CC2)N2CC1N(C(C2)C1)CC=1C=NC=C(C1)C)(C)C 6-(2-hydroxy-2-methylpropoxy)-4-(6-(6-((5-methylpyridin-3-yl)methyl)-3,6-diazabicyclo[3.1.1]heptan-3-yl)pyridin-3-yl)pyrazolo[1,5-a]pyridine-3-carbonitrile